5-(1-methylsulfonylcyclopropyl)-N-[1-(6-morpholino-1,3-benzothiazol-2-yl)-3-bicyclo[1.1.1]pentanyl]furan-2-carboxamide CS(=O)(=O)C1(CC1)C1=CC=C(O1)C(=O)NC12CC(C1)(C2)C=2SC1=C(N2)C=CC(=C1)N1CCOCC1